6-bromo-7-chloro-2-methyl-pyrido[2,3-d][1,3]oxazin-4-one BrC1=CC2=C(N=C(OC2=O)C)N=C1Cl